C1(=CC=CC=C1)[C@H](CC)N (S)-1-phenylpropanamine